FC(OC1=CC=C(OC2=CC=C(C=N2)C2CN(C2)C(=O)N2C[C@@H]3[C@@H](OCC(N3)=O)CC2)C=C1)(F)F (4aR,8aS)-6-(3-(6-(4-(Trifluoromethoxy)phenoxy)pyridin-3-yl)azetidine-1-carbonyl)hexahydro-2H-pyrido[4,3-b][1,4]oxazin-3(4H)-one